C(C)(C)(C)OC(=O)N(CCN(C(OC(C)(C)C)=O)C)CCOC1=CC=C2C(=CC=NC2=C1)NC1=CN=NC(=C1)C1=C(C=CC(=C1)Cl)F tert-butyl N-(2-{[(tert-butoxy) carbonyl] ({2-[(4-{[6-(5-chloro-2-fluorophenyl) pyridazin-4-yl] amino} quinolin-7-yl) oxy] ethyl}) amino} ethyl)-N-methylcarbamate